[5-(2,4-dioxohexahydropyrimidin-1-yl)-2-(4-piperidyl)phenyl] methanesulfonate CS(=O)(=O)OC1=C(C=CC(=C1)N1C(NC(CC1)=O)=O)C1CCNCC1